tert-butyl 7-[(5-{[(1S,2S)-2-hydroxycyclohexyl]carbamoyl}-2-methylanilino)methyl]-2,3-dihydro-4H-pyrido[3,2-b][1,4]oxazine-4-carboxylate O[C@@H]1[C@H](CCCC1)NC(=O)C=1C=CC(=C(NCC2=CC=3OCCN(C3N=C2)C(=O)OC(C)(C)C)C1)C